N=1S(CCN2C1C=CC=C2)(=O)=O 3,4-dihydropyrido[2,1-c][1,2,4]thiadiazine 2,2-dioxide